C(N)(=O)C1=C(C=NC=C1F)NC=1C(=NC=C(C(=O)NC2=CC=C(C=C2)OC(F)(F)Cl)C1)N1C[C@@H](CC1)O (R)-5-((4-carbamoyl-5-fluoropyridin-3-yl)amino)-N-(4-(chlorodifluoromethoxy)Phenyl)-6-(3-hydroxypyrrolidin-1-yl)nicotinamide